C(#N)[NH2+]C#N.C(CCC)N1CN(C=C1)C 1-butyl-3-methylimidazole dicyanoammonium salt